{2,3-dichloro-5-[({1-[2-(2,4-difluorophenoxy)ethyl]-5-isopropyl-1H-pyrazole-4-yl}carbonyl)amino]-4-Fluorophenyl}acetic acid ClC1=C(C=C(C(=C1Cl)F)NC(=O)C=1C=NN(C1C(C)C)CCOC1=C(C=C(C=C1)F)F)CC(=O)O